S(=O)(=O)=C1C(C(=O)Cl)C=CC=C1 sulfonylbenzoyl chloride